(Vinylbenzyl)trimethyl-ammonium chloride [Cl-].C(=C)C(C1=CC=CC=C1)[N+](C)(C)C